N-[5-(difluoromethoxy)-3-pyridinyl]ethanesulfonamide FC(OC=1C=C(C=NC1)NS(=O)(=O)CC)F